COC(=O)C1=C(C2=C(CC(O2)(C2CCC3(OCCO3)CC2)C)C(=C1Br)Cl)C 5-Bromo-4-chloro-2,7-dimethyl-2-(1,4-dioxaspiro[4.5]dec-8-yl)-2,3-dihydrobenzofuran-6-carboxylic acid methyl ester